COC1=NC(=NC(=C1)OC)NC(=O)NS(=O)(=O)C1=C(C(=O)N(C)C)C=CC(=C1)NC=O 2-[(4,6-dimethoxypyrimidin-2-yl)carbamoylsulfamoyl]-4-formamido-N,N-dimethylbenzamide